C(=O)O.CN(C(CCN(CCC[C@H](C(C)C)N1CC2(C1)CN(CC2)C=2N=CN=NC2OC2=C(C(=O)N(C(C)C)CC)C=C(C=C2)F)C)=O)C (R)-2-((5-(2-(6-((3-(dimethylamino)-3-oxopropyl)(methyl)amino)-2-methylhexan-3-yl)-2,6-diazaspiro[3.4]octan-6-yl)-1,2,4-triazin-6-yl)oxy)-N-ethyl-5-fluoro-N-isopropylbenzamide formate